CN1N=C(C=C1C=1C=2N(C(=NC1)NCC1=C(C=CC3=C1CCO3)F)C=C(N2)C2=CN=CO2)C 8-(1,3-dimethyl-1H-pyrazol-5-yl)-N-((5-fluoro-2,3-dihydrobenzofuran-4-yl)methyl)-2-(oxazol-5-yl)imidazo[1,2-c]pyrimidin-5-amine